1,5-diamino-methyl-3-azapentane NC(CNCCN)C